CN1C(=NC=C1C=O)[N+](=O)[O-] 3-methyl-2-nitro-imidazole-4-carbaldehyde